COC=1C=C2C=3CCCCC3N(C2=CC1)CC1=C(C(=O)O)C=CC=C1 2-((6-methoxy-1,2,3,4-tetrahydro-9H-carbazol-9-yl)methyl)benzoic acid